gamma-methyl-L-glutamate CC(C[C@H](N)C(=O)[O-])C(=O)[O-]